ClC=1C=C(C=CC1Cl)C=1N(C(=CC(C1C(=O)O)=O)CN1C=NC(=C1)[N+](=O)[O-])CC 2-(3,4-dichlorophenyl)-1-ethyl-6-[(4-nitroimidazol-1-yl)methyl]-4-oxo-pyridine-3-carboxylic acid